C(C)(C)(C)C1=CC=C(C=C1)C1=C(C2=C(CCC1)C(=C(C=C2)O)F)C2=CC=C(C=C2)O[C@@H]2CN(CC2)CCCF 6-(4-tert-butylphenyl)-1-fluoro-5-[4-[(3S)-1-(3-fluoropropyl)pyrrolidin-3-yl]oxyphenyl]-8,9-dihydro-7H-benzo[7]annulen-2-ol